C1=C(C=CC=2OC3=C(C21)C=CC=C3)C3=C(C=2NC1=CC=CC=C1C2C=C3)C3=CC2=C(OC1=C2C=CC=C1)C=C3 bis(2-dibenzofuranyl)-9H-carbazole